2-(5-(4-cyanonaphthalen-1-yl)thiophen-2-ylsulfanyl)-2-methylpropanoic acid C(#N)C1=CC=C(C2=CC=CC=C12)C1=CC=C(S1)SC(C(=O)O)(C)C